C(=O)(OC(C)(C)C)N(CC1=C(C=CC(=C1)C)N)C(=O)OC(C)(C)C di-BOC-2-amino-5-methylbenzylamine